N-(2-(4,4-difluoropiperidin-1-yl)-6-methylpyrimidin-4-yl)-4-((2-hydroxyethyl)sulfonamido)-2-((1R,5S)-8-azaspiro[bicyclo[3.2.1]octane-3,1'-cyclopropan]-8-yl)benzamide FC1(CCN(CC1)C1=NC(=CC(=N1)NC(C1=C(C=C(C=C1)NS(=O)(=O)CCO)N1[C@H]2CC3(CC3)C[C@@H]1CC2)=O)C)F